(4Z)-2-(1-adamantylamino)-4-[(2-methylindazol-5-yl)methylene]-1H-imidazol-5-one C12(CC3CC(CC(C1)C3)C2)NC=2NC(/C(/N2)=C/C2=CC3=CN(N=C3C=C2)C)=O